C(#N)C=1C=C2C=C(N=NC2=CC1N1CC2(CN(C2)C(=O)OC(C)(C)C)C1)C1=C(C=CC=C1)OCOC tert-butyl 6-(6-cyano-3-(2-(methoxymethoxy)phenyl)cinnolin-7-yl)-2,6-diazaspiro[3.3]heptane-2-carboxylate